pivaloyl-L-phenylalanyl-L-alanyl-L-tryptophan methyl ester COC([C@@H](NC([C@@H](NC([C@@H](NC(C(C)(C)C)=O)CC1=CC=CC=C1)=O)C)=O)CC1=CNC2=CC=CC=C12)=O